Cl.Cl.C(C)OC=1C=CC(=NC1)C=1N(C(=NN1)C1CC(C1)N)C1=CC=NC=C1 (1r,3r)-3-(5-(5-ethoxypyridin-2-yl)-4-(pyridin-4-yl)-4H-1,2,4-triazol-3-yl)cyclobutan-1-amine dihydrochloride